4-(tris(trifluoromethyl)perylen-3-yl)butanoic acid FC(F)(F)C=1C2=C(C(=C(C=3C=4C=CC=C5C=CC=C(C(=CC1)C23)C54)C(F)(F)F)C(F)(F)F)CCCC(=O)O